C(C=C)N1CCC1 allyl-azetidine